CC=1OC(CC1C(=O)NC1=CC(=CC=C1)C)C=C 2-methyl-N-(3-methyl-phenyl)-5-vinyl-4,5-dihydrofuran-3-formamide